4-(4-(6-amino-5-(((1r,4r)-4-hydroxycyclohexyl)carbamoyl)pyridin-3-yl)-3-fluorophenyl)piperazine-1-carboxylic acid tert-butyl ester C(C)(C)(C)OC(=O)N1CCN(CC1)C1=CC(=C(C=C1)C=1C=NC(=C(C1)C(NC1CCC(CC1)O)=O)N)F